C(C)N1C(C=2N=C(N=CC2C1=O)NC1=NC=C(C(=O)O)C(=C1)N[C@H](CO)C1=CC=CC=C1)(C)C (S)-6-((6-ethyl-7,7-dimethyl-5-oxo-6,7-dihydro-5H-pyrrolo[3,4-d]pyrimidin-2-yl)amino)-4-((2-hydroxy-1-phenylethyl)amino)nicotinic acid